O=C1NC(CCC1C1=C(CN(C)CC2=CC=C(C=C2)C=2OC3=C(C2)C=C(C=C3C(=O)N)F)C=CC=C1)=O 2-(4-(((2-(2,6-dioxopiperidin-3-yl)benzyl)(methyl)amino)methyl)phenyl)-5-fluorobenzofuran-7-carboxamide